3-methyl-1-(4-(trifluoromethyl)phenyl)cyclobutan-1-ol CC1CC(C1)(O)C1=CC=C(C=C1)C(F)(F)F